Perfluoroamyl-sulfonic acid FC(C(C(C(C(F)(F)F)(F)F)(F)F)(F)F)(S(=O)(=O)O)F